(2e,4e)-5-(benzo[d][1,3]dioxol-5-yl)-1-(3,5-dimethyl-4-nitro-pyrazol-1-yl)penta-2,4-dien-1-one O1COC2=C1C=CC(=C2)/C=C/C=C/C(=O)N2N=C(C(=C2C)[N+](=O)[O-])C